1,1'-(1,4-Phenylenebis(methylene))bis(3-(benzyloxy)-2-methylpyridin-4(1H)-one) C1(=CC=C(C=C1)CN1C(=C(C(C=C1)=O)OCC1=CC=CC=C1)C)CN1C(=C(C(C=C1)=O)OCC1=CC=CC=C1)C